N-((E)-2-((2R,5S)-4-(6-chloro-1-methyl-2-oxo-1,2-dihydropyrido[3,2-d]pyrimidin-4-yl)-2,5-diethylpiperazin-1-yl)-2-(4-fluorophenyl)-1-(hydroxyimino)ethyl)cyclopropanecarboxamide ClC=1C=CC=2N(C(N=C(C2N1)N1C[C@H](N(C[C@@H]1CC)C(\C(=N/O)\NC(=O)C1CC1)C1=CC=C(C=C1)F)CC)=O)C